C(C)S(=O)(=N)C=1C=C(C=NC1C1=NC=2C(=NC=C(C2)C(F)(F)F)N1C)C1(CC1)C#N 1-[5-(ethylsulfonimidoyl)-6-[3-methyl-6-(trifluoromethyl)imidazo[4,5-b]pyridin-2-yl]-3-pyridyl]cyclopropanecarbonitrile